5-(2-((4-(difluoromethyl)benzyl)amino)pyrimidin-5-yl)-1,3,4-oxadiazol-2(3H)-one FC(C1=CC=C(CNC2=NC=C(C=N2)C2=NNC(O2)=O)C=C1)F